ethylenediaminetetraacetic acid tetralithium salt [Li+].[Li+].[Li+].[Li+].C(CN(CC(=O)[O-])CC(=O)[O-])N(CC(=O)[O-])CC(=O)[O-]